C(C)ON1C(N(C2=C1C=C(C=C2)C(F)(F)F)C)C2=C(C=CC(=N2)C(=O)N)S(NC)(=O)=O N'-ethoxy-5-methylsulfamoyl-6-[1-methyl-5-(trifluoromethyl)benzimidazol-2-yl]pyridine-2-carboxamide